Cl.N[C@@H]1CN(CCC1)C=1C=2CCCCC2N=C2C=CC(=CC12)C1=CC(=NC=C1)C1(CC1)C(=O)N (4-{9-[(3S)-3-aminopiperidin-1-yl]-5,6,7,8-tetrahydroacridin-2-yl}pyridin-2-yl)cyclopropanecarboxamide hydrochloride